2-(2-(Tert-butyl)-8-methoxy-5-oxopyrazolo[1,5-a]pyrido[3,2-e]pyrimidin-4(5H)-yl)-N-(5-fluoropyridin-2-yl)acetamide C(C)(C)(C)C1=NN2C(N(C(C3=C2N=C(C=C3)OC)=O)CC(=O)NC3=NC=C(C=C3)F)=C1